3-tert-butyl (S)-4-(hydroxymethyl)-2,2-dimethyloxazolidine-3-carboxylate OC[C@@H]1N(C(OC1)(C)C)C(=O)OC(C)(C)C